F[P-](F)(F)(F)(F)F.NCCCC1=NC=CN1C aminopropyl-3-methylimidazole hexafluorophosphate